3-(5-ethyl-2-methyloxazol-4-yl)-5-fluorobenzoic acid C(C)C1=C(N=C(O1)C)C=1C=C(C(=O)O)C=C(C1)F